trimethylammonium silicate [Si]([O-])([O-])([O-])[O-].C[NH+](C)C.C[NH+](C)C.C[NH+](C)C.C[NH+](C)C